dioctylmonophenylphosphite C(CCCCCCC)C=1C(=C(C=CC1)P([O-])([O-])[O-])CCCCCCCC